tert-Butyl (2-(1-(6-cyano-1H-indole-2-carbonyl)piperidin-4-yl)ethyl)carbamate C(#N)C1=CC=C2C=C(NC2=C1)C(=O)N1CCC(CC1)CCNC(OC(C)(C)C)=O